2-(5-Bromo-tetrazol-1-yl)-5-chloro-3-methoxypyrazine BrC1=NN=NN1C1=NC=C(N=C1OC)Cl